(RS)-4-Ethynyl-N-(4-pyrrolidin-3-yl-phenyl)-benzamide C(#C)C1=CC=C(C(=O)NC2=CC=C(C=C2)[C@@H]2CNCC2)C=C1 |r|